N-[(4R)-4H,5H,6H,7H-pyrazolo[1,5-a]pyridin-4-yl]-7-[(1r,4r)-4-({4-bromo-2-cyanofuro[2,3-c]pyridin-5-yl}amino)cyclohexyl]-7-azabicyclo[2.2.1]heptane-2-carboxamide N1=CC=C2N1CCC[C@H]2NC(=O)C2C1CCC(C2)N1C1CCC(CC1)NC=1C(=C2C(=CN1)OC(=C2)C#N)Br